7-(1H-pyrazol-4-yl)-2,7-diazaspiro[3.5]nonane-2-carboxylic acid tert-butyl ester C(C)(C)(C)OC(=O)N1CC2(C1)CCN(CC2)C=2C=NNC2